3-((5-([1,2,4]triazolo[1,5-a]pyridin-6-yl)-4-(6-methylpyridin-2-yl)thiazol-2-ylamino)methyl)benzonitrile N=1C=NN2C1C=CC(=C2)C2=C(N=C(S2)NCC=2C=C(C#N)C=CC2)C2=NC(=CC=C2)C